(6-bromo-2,3,4-trimethoxyphenyl)(4-propylphenyl)methanone BrC1=CC(=C(C(=C1C(=O)C1=CC=C(C=C1)CCC)OC)OC)OC